[Cl-].[Cl-].FC(C1=CC=C(C=C1)C(=[Zr+2](C1=C(C(=CC=2C3=CC(=C(C=C3CC12)C)C(C)(C)C)C(C)(C)C)C)C1C=CC=C1)C1=CC=C(C=C1)C(F)(F)F)(F)F di-(p-trifluoromethyl-phenyl)methylene(cyclopentadienyl)(2,7-dimethyl-3,6-di-tert-butylfluorenyl)zirconium dichloride